[Tb].[Lu].[Yb].[Sc] scandium-ytterbium-lutetium-terbium